N1=CNC2=NC=CC(=C21)C=2C=NN(C2)C=2C=CC(=NC2)C(C(F)(F)F)O (5-(4-(3H-imidazo[4,5-b]pyridin-7-yl)-1H-pyrazol-1-yl)pyridin-2-yl)-2,2,2-trifluoroethanol